The molecule is a ceramide that is the N-stearoyl (octadecanoyl) derivative of 4-hydroxyeicosasphinganine. It is a C20 phytoceramide and a N-stearoyl-sphingoid base. CCCCCCCCCCCCCCCCCC(=O)N[C@@H](CO)[C@@H]([C@@H](CCCCCCCCCCCCCCCC)O)O